N-(4-(4-amino-5-(1-(cyclopentanecarbonyl)-1,2,3,6-tetrahydropyridin-4-yl)-7-methyl-7H-pyrrolo[2,3-d]pyrimidin-6-yl)phenyl)methacrylamide NC=1C2=C(N=CN1)N(C(=C2C=2CCN(CC2)C(=O)C2CCCC2)C2=CC=C(C=C2)NC(C(=C)C)=O)C